COC1=C(CNC=2C=3N(N=C(C2)SC2CCNCC2)C(=CN3)C)C=CC=C1 N-(2-methoxybenzyl)-3-methyl-6-(piperidin-4-ylthio)imidazo[1,2-b]pyridazin-8-amine